tert-butyl (2R,6R)-4-(3-fluoropyridin-4-yl)-2,6-dimethylpiperazine-1-carboxylate FC=1C=NC=CC1N1C[C@H](N([C@@H](C1)C)C(=O)OC(C)(C)C)C